methyl-4-phenyl-2-(trifluoromethyl)thiazoleMethanol CC1=C(NC(S1)(CO)C(F)(F)F)C1=CC=CC=C1